F[B-](F)(F)F.C1(=CC=CC2=CC=CC=C12)[I+]C1=CC=CC2=CC=CC=C12 Di-naphthyliodonium tetrafluoroborat